5-bromo-2-chloro-N-methyl-7-(4-methylphenyl)sulfonylpyrrolo[2,3-d]pyrimidin-4-amine BrC1=CN(C=2N=C(N=C(C21)NC)Cl)S(=O)(=O)C2=CC=C(C=C2)C